CC1(C(N(C(N1CC1=C2C(=NC=C1)N(C=C2)C(=O)OC(C)(C)C)=O)C2=CC=C(C=C2)C2(CC2)C(F)(F)F)=O)C tert-butyl 4-((5,5-dimethyl-2,4-dioxo-3-(4-(1-(trifluoromethyl)cyclopropyl)phenyl)imidazolidin-1-yl)methyl)-1H-pyrrolo[2,3-b]pyridine-1-carboxylate